propyl 2-bromobicyclo[1.1.1]pentane-1-carboxylate BrC1C2(CC1C2)C(=O)OCCC